NC=1C(=NC2=CC=CC=C2N1)C#N 3-amino-2-cyanoquinoxaline